NC1=NC2=C3N=C(C=CC3=CC=C2C=C1)C1=CC=CC=C1 2-amino-9-phenyl-1,10-phenanthroline